5-fluoro-2-methylbenzene-1,3-diamine FC=1C=C(C(=C(C1)N)C)N